NCCCCCC(=O)NO 6-amino-N-hydroxycaproamide